C(CCCCCCCCCCCCCCCCCCCCCCCCC)N=C=O hexacosyl isocyanate